(3R)-1-[(5,6-dimethoxypyridin-3-yl)methyl]-3-(2-isopropylphenyl)piperazine COC=1C=C(C=NC1OC)CN1C[C@H](NCC1)C1=C(C=CC=C1)C(C)C